COC(=O)[C@H]1N(CC[C@@H]1N=[N+]=[N-])C(=O)OC(C)(C)C (2S,3S)-3-azidopyrrolidine-1,2-dicarboxylic acid 1-tert-butyl ester 2-methyl ester